CC=1C=CC(=NC1)NC1CCC(CC1)OC1=C2C=C(C=NC2=CC(=N1)N1CCOCC1)NS(=O)(=O)C N-[5-[4-[(5-methyl-2-pyridyl)amino]cyclohexoxy]-7-morpholino-1,6-naphthyridin-3-yl]methanesulfonamide